1,2-di-2-furyl-2-hydroxyethanone O1C(=CC=C1)C(C(O)C=1OC=CC1)=O